O=C1C(=CC=2C(=NC=CC2)O1)C1=CC=C(OCCCCCCCCCCCCOC(C=C)=O)C=C1 acrylic acid 12-[4-(2-oxo-2H-pyrano[2,3-b]pyridin-3-yl)-phenoxy]-dodecyl ester